[Co].[Ni].[Pb] lead-nickel-cobalt